(2R)-3-methyl-2-[3-[[3-(4-piperidylmethyl)azetidin-1-yl]isoxazol-5-yl]butanoyl]-N-[(1S)-1-[4-(4-methylthiazol-5-yl)phenyl]ethyl]pyrrolidine-2-carboxamide Chromium niobium titanium [Ti].[Nb].[Cr].CC1[C@](NCC1)(C(=O)N[C@@H](C)C1=CC=C(C=C1)C1=C(N=CS1)C)C(CC(C)C1=CC(=NO1)N1CC(C1)CC1CCNCC1)=O